ClC1=C(C=C(OCC(=O)NC23CC(C2)(C3)NC(=O)[C@@H]3OC2=C([C@@H](C3)O)C=C(C(=C2)F)F)C=C1)F |r| rac-(2R,4R)-N-{3-[2-(4-chloro-3-fluorophenoxy)acetamido]bicyclo[1.1.1]pent-1-yl}-6,7-difluoro-4-hydroxy-3,4-dihydro-2H-1-benzopyran-2-carboxamide